(R)-1-(3-(3-chloro-5-(1-methyl-1H-pyrazol-4-yl)phenyl)morpholino)prop-2-en-1-one ClC=1C=C(C=C(C1)C=1C=NN(C1)C)[C@@H]1COCCN1C(C=C)=O